ClC=1C=C(C(=O)NN)C=CC1Cl 3,4-Dichlorobenzoyl-hydrazine